1,3,4-benzenetriol C1(=CC(=C(C=C1)O)O)O